dinaphthalene diisocyanate [N-]=C=O.[N-]=C=O.C1=CC=CC2=CC=CC=C12.C1=CC=CC2=CC=CC=C12